(E)-N'-[(2-chloro-1-methyl-1H-indol-3-yl)methylene]-5-methylbenzofuran-2-carbohydrazide ClC=1N(C2=CC=CC=C2C1\C=N\NC(=O)C=1OC2=C(C1)C=C(C=C2)C)C